O1N=CCC12CNC(C2)C(=O)N 1-oxa-2,7-diazaspiro[4.4]non-2-ene-8-carboxamide